C(C)(=O)[O-].C(CCCCC)[NH+]1CC(CC1)CCC 1-hexyl-3-propylpyrrolidinium acetate